2-(4-(6-acetyl-5,6,7,8-tetra-hydropyrido[4,3-d]pyrimidin-2-yl)-1-methyl-10-oxo-1,4,9-triazaspiro[5.6]dodecan-9-yl)-acetic acid C(C)(=O)N1CC2=C(N=C(N=C2)N2CCN(C3(C2)CCN(C(CC3)=O)CC(=O)O)C)CC1